CC1=C(C1(C)C2=CC=CC=C2)C The molecule is a member of the class of benzenes that is benzene substituted by a 1,2,3-trimethyl-2-cyclopropen-1-yl group. It has a role as a metabolite. It is a member of cyclopropanes and a member of benzenes.